BrC=1C(=NC2=C3N=CC=CC3=CC=C2C1)I bromo-iodo-1,10-phenanthroline